BrC1=C(C=CC(=C1)[N+](=O)[O-])C(=O)N1CCS(CC1)(=O)=O (2-bromo-4-nitrophenyl)-(1,1-dioxo-1,4-thiazinan-4-yl)methanone